BrC=1C=CC(=NC1)C(C(C)C)NC=O N-[1-(5-bromopyridin-2-yl)-2-methylpropyl]formamide